(R)-10-chloro-2-cyclopropyl-7-methyl-1,2,3,4-tetrahydro-[1,4]oxazepino[2,3-c][1,8]naphthyridin-6(7H)-one ClC1=CC=2C3=C(C(N(C2N=C1)C)=O)OCC[C@@H](N3)C3CC3